FC1=CC=C2C(=CC=NC2=C1)N1CCN(CC1)C=O (4-(7-fluoroquinolin-4-yl)piperazin-1-yl)methanone